C(C)OC(CC(C(=O)O)CC(=O)O)OCC.C(C)OC(CC(C(=O)O)CC(=O)O)OCC.C(C)(=O)N1CCC(CC1)N1N=C(C=CC1=O)C(=O)N[C@H](C)C=1SC(=CC1)C1=C(C=CC(=C1)Cl)CNC 1-(1-acetyl-4-piperidyl)-N-[(1R)-1-[5-[5-chloro-2-(methylaminomethyl)phenyl]-2-thienyl]Ethyl]-6-oxo-pyridazine-3-carboxamide diethoxyethyl-succinate (diethoxyethyl-succinate)